(2R,3R,4S,5R)-6-(4-chloro-3-(4-ethoxybenzyl) phenyl)-2-hydroxy-6-oxohexane-1,3,4,5-tetrayl tetraacetate C(C)(=O)OC[C@H]([C@H]([C@@H]([C@H](C(=O)C1=CC(=C(C=C1)Cl)CC1=CC=C(C=C1)OCC)OC(C)=O)OC(C)=O)OC(C)=O)O